C(CCCCCCCC)C1=C(C=CC=C1)OC=C vinyl nonyl-phenyl ether